ethyl-benzimidazole C(C)C=1NC2=C(N1)C=CC=C2